6-Chloro-2-methyl-4-({5-[(morpholin-4-yl)carbonyl]pyridin-2-yl}amino)-2,3-dihydropyridazin-3-one ClC=1C=C(C(N(N1)C)=O)NC1=NC=C(C=C1)C(=O)N1CCOCC1